OC=1NC=C(N1)C(=O)N(C)C(C(NC1=CC=C(C=C1)[Si](C)(C)C)=O)C1=CC=C(C=C1)OC 2-hydroxy-N-(1-(4-methoxyphenyl)-2-oxo-2-((4-(trimethylsilyl)phenyl)amino)ethyl)-N-methyl-1H-imidazole-4-carboxamide